C(C)(C)(C)C=1C=C(C(=C(C1)C1=CC=CC=C1)NC1=CC(=CC=C1)F)C1=CC=CC=C1 N-(5'-(tert-butyl)-[1,1':3',1''-terphenyl]-2'-yl)-3-fluoroaniline